tert-Butyl 3-(3-cyanobenzamido)benzo[d]isoxazol-5-ylcarbamate C(#N)C=1C=C(C(=O)NC2=NOC3=C2C=C(C=C3)NC(OC(C)(C)C)=O)C=CC1